BrC=1C=C2C(=NC1)SC=C2 5-bromothieno[2,3-b]pyridine